(R)-3-((4-(5-chloro-3-methyl-2-(morpholin-2-ylmethyl)phenyl)pyrrolo[2,1-f][1,2,4]triazin-6-yl)methyl)-1-cyclopropylpyrimidine-2,4(1H,3H)-dione hydrochloride Cl.ClC=1C=C(C(=C(C1)C1=NC=NN2C1=CC(=C2)CN2C(N(C=CC2=O)C2CC2)=O)C[C@@H]2CNCCO2)C